FC1=C2CC(CC2=C(C=C1OCC(=O)N)F)CNCCC1CN(C(O1)=O)C1=NC2=C(OCC(N2)=O)N=C1 2-[[4,7-difluoro-2-[[2-[2-oxo-3-(3-oxo-4H-pyrazino[2,3-b][1,4]oxazin-6-yl)-1,3-oxazolidin-5-yl]ethylamino]methyl]-2,3-dihydro-1H-inden-5-yl]oxy]acetamide